ClC1=CC(=C(C=C1)C1=CC(=NO1)C(=O)O)F 5-(4-chloro-2-fluoro-phenyl)-isoxazole-3-carboxylic acid